COC1=CC(=CC=2OCOC21)[N+](=O)[O-] 4-Methoxy-6-nitro-1,3-benzodioxole